bromoadenosine C1=NC(=C2C(=N1)N(C(=N2)Br)[C@H]3[C@@H]([C@@H]([C@H](O3)CO)O)O)N